5-((3-(N-methylsulfamoyl)phenyl)amino)pyrazolo[1,5-a]pyrido[4,3-e]pyrimidine-2-carboxylic acid CNS(=O)(=O)C=1C=C(C=CC1)NC1=NC=2N(C3=C1C=CN=C3)N=C(C2)C(=O)O